benzoic, anhydride C(C1=CC=CC=C1)(=O)OC(C1=CC=CC=C1)=O